FC=1C(NC(N(C1)[C@H]1C[C@@H]2OP(OC[C@H]2O1)(=O)OCC1=C(C=CC=C1)OC)=O)=O 5-fluoro-1-((4aR,6R,7aS)-2-(2-methoxybenzyloxy)-2-oxotetrahydro-4H-furo[3,2-d][1,3,2]dioxaphosphorin-6-yl)pyrimidine-2,4(1H,3H)-dione